N-n-dodecyl-propane-1,3-diamine C(CCCCCCCCCCC)NCCCN